5-ethyl-1H-pyrazol-3-amine C(C)C1=CC(=NN1)N